C(C)(C)(C)OC(=O)NCCCN1[N+](=CC2=CC=CC=C12)C 1-(3-((tert-butoxycarbonyl)amino)-propyl)-2-methyl-1H-indazol-2-ium